2-(3-acetyl-6-(2-(dimethylamino)pyrimidin-5-yl)-1H-indol-1-yl)-N-(2-((3-chloro-2-fluorophenylmethyl)amino)-2-oxoethyl)-N-cyclopropylacetamide C(C)(=O)C1=CN(C2=CC(=CC=C12)C=1C=NC(=NC1)N(C)C)CC(=O)N(C1CC1)CC(=O)NCC1=C(C(=CC=C1)Cl)F